6-(pyrazolo[1,5-a]pyridin-5-yl)picolinonitrile N1=CC=C2N1C=CC(=C2)C2=CC=CC(=N2)C#N